C1(CC12CNC2)C(=O)OC methyl 5-azaspiro[2.3]hexane-1-carboxylate